C1(=CC=CC2=CC3=CC=CC=C3C=C12)N ANTHRACENYLAMINE